7a'-(((tert-butyldimethylsilyl)oxy)methyl)dihydro-1'H,3'H,5'H-dispiro[cyclopropane-1,2'-pyrrolizine-6',1''-cyclopropane] [Si](C)(C)(C(C)(C)C)OCC12CC3(CC3)CN2CC2(C1)CC2